ClC1=CC=C(C=C1)C=1C=C(C(N(N1)C=1C=NN(C1)C)=O)C(=O)N 6-(4-chlorophenyl)-2-(1-methyl-1H-pyrazol-4-yl)-3-oxo-2,3-dihydropyridazine-4-carboxamide